(R)-N-(2-(dimethylamino)-4-(N-(1-(piperidin-4-yl)ethyl)sulfamoyl)phenyl)-2-methylbenzamide CN(C1=C(C=CC(=C1)S(N[C@H](C)C1CCNCC1)(=O)=O)NC(C1=C(C=CC=C1)C)=O)C